1-(6-Benzenesulfonyl-3,3-dimethyl-2,3-dihydro-indol-1-yl)-2-((R)-3-methyl-piperazin-1-yl)-ethanone hydrochloride salt Cl.C1(=CC=CC=C1)S(=O)(=O)C1=CC=C2C(CN(C2=C1)C(CN1C[C@H](NCC1)C)=O)(C)C